C(C1=CC=CC=C1)OCN1C(NN=C(C1=O)C1=CC(=C(C(=C1)Cl)OC=1N=NC(=C(C1)C(C)C)OC)Cl)=O 4-[(benzyl-oxy)methyl]-6-[3,5-dichloro-4-[(5-isopropyl-6-methoxypyridazin-3-yl)oxy]-phenyl]-2H-1,2,4-triazine-3,5-dione